1-methyl-cyclopropanol CC1(CC1)O